C(C)(=O)OI1(OC(C2=C1C=CC=C2)=O)(OC(C)=O)OC(C)=O 3-oxo-1λ5-benzo[d][1,2]iodaoxole-1,1,1(3H)-triyl triacetate